NC1CCC2=CC(=CC=C12)C1=C(C=C(C#N)C=C1)OC1=NC(=NC(=C1)N1CCOCC1)C 4-(1-amino-2,3-dihydro-1H-inden-5-yl)-3-(2-methyl-6-morpholin-4-ylpyrimidin-4-yl)oxybenzonitrile